6-Benzyl-8-cyclopentyl-2-(5-piperazin-1-yl-pyridin-2-ylamino)-8H-pyrido[2,3-d]pyrimidin-7-one hydrochloride Cl.C(C1=CC=CC=C1)C1=CC2=C(N=C(N=C2)NC2=NC=C(C=C2)N2CCNCC2)N(C1=O)C1CCCC1